6-(methoxycarbonyl)pyrimidine-4-carboxylic acid COC(=O)C1=CC(=NC=N1)C(=O)O